Cl.FC1(C(C1)CN)F (2,2-difluoro-cyclopropyl)-methan-amine hydrochloride